N1=C2C(=CC=C1)CN(C2)C(=O)[O-] 5,7-dihydropyrrolo[3,4-b]pyridine-6-carboxylate